N-[[2-(6-cyclopropylpyrazin-2-yl)-1,6-naphthyridin-7-yl]methyl]-1-methylsulfonyl-pyrrole-3-carboxamide C1(CC1)C1=CN=CC(=N1)C1=NC2=CC(=NC=C2C=C1)CNC(=O)C1=CN(C=C1)S(=O)(=O)C